[Si](C)(C)(C(C)(C)C)OC=1C=C(C=CC1C1OCCO1)CN (3-((tert-butyldimethylsilyl)oxy)-4-(1,3-dioxolan-2-yl)phenyl)methanamine